FC(C1=CC(=NC(=C1)C(F)(F)F)N1[C@@H](CCC1)C(=O)N(C1=CC=C(C=C1)F)C1CC1)(F)F (2S)-1-[4,6-bis(trifluoromethyl)pyridin-2-yl]-N-cyclopropyl-N-(4-fluorophenyl)pyrrolidine-2-carboxamide